FC=1C(=NC=CC1C1=CC=2N(C=C1)N=C(N2)N)C=2C=NN(C2)C(C)C2=CC=C(C=C2)F 7-(3-fluoro-2-(1-(1-(4-fluorophenyl)ethyl)-1H-pyrazol-4-yl)pyridin-4-yl)-[1,2,4]triazolo[1,5-a]pyridin-2-amine